1-(5-(aminomethyl)thiophen-2-yl)-2-((2-cyclopropyl-6-(trifluoromethyl)-2H-pyrazolo[3,4-d]pyrimidin-4-yl)thio)ethan-1-one hydrochloride Cl.NCC1=CC=C(S1)C(CSC=1C=2C(N=C(N1)C(F)(F)F)=NN(C2)C2CC2)=O